2-chloro-5-methyl-oxazole-4-carboxylic acid ethyl ester C(C)OC(=O)C=1N=C(OC1C)Cl